(dimethylamino)-N,N-dimethyl-(3H-[1,2,3]triazolo[4,5-b]pyridin-3-yloxy)isouronium hexafluorophosphate F[P-](F)(F)(F)(F)F.CN(C)[N+](=C(N(C)C)O)ON1N=NC=2C1=NC=CC2